NC1=NC=2C=CC(=CC2C2=C1C=NN2C)C(=O)N([C@@H]2COCC1=C2C=CC(=C1)C1=CC=C(C=C1)C(F)(F)F)C 4-amino-N,1-dimethyl-N-((4S)-7-(4-(trifluoromethyl)phenyl)-3,4-dihydro-1H-2-benzopyran-4-yl)-1H-pyrazolo[4,3-c]quinoline-8-carboxamide